6-(2-hydroxy-2-methylpropoxy)-4-(6-(4-hydroxy-4-((6-methylpyridin-2-yl)methyl)piperidin-1-yl)pyridin-3-yl)pyrazolo[1,5-a]pyridine-3-carbonitrile OC(COC=1C=C(C=2N(C1)N=CC2C#N)C=2C=NC(=CC2)N2CCC(CC2)(CC2=NC(=CC=C2)C)O)(C)C